1-methyl-3-[[3-nitro-5-(trifluoromethyl)phenoxy]methyl]azetidine tert-butyl-5-amino-2-phenyl-2,3-dihydro-1H-indole-1-carboxylate C(C)(C)(C)OC(=O)N1C(CC2=CC(=CC=C12)N)C1=CC=CC=C1.CN1CC(C1)COC1=CC(=CC(=C1)C(F)(F)F)[N+](=O)[O-]